1lambda6,4-thiazepane-1,1-dione S1(CCNCCC1)(=O)=O